3-(6-O-ethoxycarbonyl-β-D-glucopyranosyloxy)-1-isopropyl-5-methyl-4-[(4-methylthiophenyl)methyl]pyrazole C(C)OC(=O)OC[C@@H]1[C@H]([C@@H]([C@H]([C@@H](O1)OC1=NN(C(=C1CC1=CC=C(C=C1)SC)C)C(C)C)O)O)O